FC1=CC2=C(C(=CS2)B2OC(C(O2)(C)C)(C)C)C=C1 2-(6-fluoro-1-benzothiophen-3-yl)-4,4,5,5-tetramethyl-1,3,2-dioxaborolane